tert-butyl 2-(5-(difluoromethyl)-3-(3-(1-(o-tolyl)cyclopropyl)-1,2,4-oxadiazol-5-yl)-1H-pyrazol-1-yl)acetate FC(C1=CC(=NN1CC(=O)OC(C)(C)C)C1=NC(=NO1)C1(CC1)C1=C(C=CC=C1)C)F